N1=CC(=C2OCCCN21)CN2C(N=CC1=C2C(=C(N=C1)C1=CC=CC2=CC=CC(=C12)F)F)OCC12CCCN2CCC1 N-((6,7-dihydro-5H-pyrazolo[5,1-b][1,3]oxazin-3-yl)methyl)-8-fluoro-7-(8-fluoronaphthalen-1-yl)-2-((tetrahydro-1H-pyrrolizin-7a(5H)yl)methoxy)pyrido[4,3-d]pyrimidin